3-(4-(((1r,4r)-4-((3,3-difluorocyclobutyl)amino)cyclohexyl)(2-(1-(trifluoromethyl)cyclopropyl)ethyl)amino)-1-oxoisoindolin-2-yl)piperidine-2,6-dione formate C(=O)O.FC1(CC(C1)NC1CCC(CC1)N(C1=C2CN(C(C2=CC=C1)=O)C1C(NC(CC1)=O)=O)CCC1(CC1)C(F)(F)F)F